C[C@H]1O[C@H](CNC1)C (2R,6S)-2,6-dimethyl-1,4-oxazinane